(6R)-3-(5-(difluoromethoxy)-2-fluorophenyl)-N-(3-methyl-1,1-thioxol-3-yl)-1-(1-(thiazol-2-yl)ethyl)-4,5,6,7-tetrahydro-1H-indazole-6-carboxamide FC(OC=1C=CC(=C(C1)C1=NN(C=2C[C@@H](CCC12)C(=O)NC1(COC=C1)C)C(C)C=1SC=CN1)F)F